methyl 4-(4-amino-7-chloro-2-(4-(2-fluoroacryloylamino)-2-methylphenyl) pyrazolo[1,5-a]pyrazin-3-yl)-2-methoxybenzoate NC=1C=2N(C(=CN1)Cl)N=C(C2C2=CC(=C(C(=O)OC)C=C2)OC)C2=C(C=C(C=C2)NC(C(=C)F)=O)C